6-(5-{[(1S,2S,3R)-2-fluoro-8-azabicyclo[3.2.1]octan-3-yl](methyl)amino}pyrazin-2-yl)quinazolin-5-ol F[C@H]1[C@@H]2CCC(C[C@H]1N(C=1N=CC(=NC1)C1=C(C=3C=NC=NC3C=C1)O)C)N2